C(C=C)CS(=O)(=O)O.CS(=O)(=O)OCC=C allyl methanesulfonate (allyl methyl-sulfonate)